cyclopentyl 2-((1,2,3,5,6,7-hexahydro-s-indacen-4-yl) amino)-5-(isoxazol-3-yl)-4,5-dihydrooxazole-5-carboxylate C1CCC2=C(C=3CCCC3C=C12)NC=1OC(CN1)(C(=O)OC1CCCC1)C1=NOC=C1